(7R,14R)-1-(difluoromethoxy)-11-(4-((R)-3-fluoropyrrolidin-1-yl)but-1-yn-1-yl)-6-(methyl-d3)-6,7-dihydro-7,14-methanobenzo[f]benzo[4,5]imidazo[1,2-a][1,4]diazocin-5(14H)-one FC(OC1=CC=CC=2C(N([C@H]3C=4N([C@@H](C21)C3)C3=C(N4)C=CC(=C3)C#CCCN3C[C@@H](CC3)F)C([2H])([2H])[2H])=O)F